(Z)-2-(1-(4-((3,4-difluorophenoxy)methyl)benzylidene)-5-ethyl-2-methyl-1H-inden-3-yl)acetic acid FC=1C=C(OCC2=CC=C(\C=C/3\C(=C(C4=CC(=CC=C34)CC)CC(=O)O)C)C=C2)C=CC1F